ClC1=C(C(=CC=C1)Cl)C1CN(C1)C1=C(C=C(CN2CC(C2)(C)OC(C)=O)C=C1)F acetic acid 1-(4-(3-(2,6-dichlorophenyl) azetidin-1-yl)-3-fluorobenzyl)-3-methylazetidin-3-yl ester